C(C)(C)C1NC(NC1=O)=O 4-Isopropyl-2,5-dioxoimidazolidine